6-Ethyl-9-fluoro-8-(5-fluoro-3-tetrahydro-furan-3-yl-1H-indol-7-yl)-1,4,4-trimethyl-5H-[1,2,4]triazolo[4,3-a]quinoxaline C(C)C1=C2NC(C=3N(C2=C(C(=C1)C=1C=C(C=C2C(=CNC12)C1COCC1)F)F)C(=NN3)C)(C)C